O1CCN(CC1)C=1SC=C(N1)C1=CC=CC=C1 2-morpholino-4-phenylthiazole